C(C=C)OC(\C=C/C(=O)OCC=C)=O.CC=1C=C(COC2=CC=C(CN3[C@@H](COCC3)C(=O)N)C=C2)C=CC1 (S)-4-(4-((3-methylbenzyl)oxy)benzyl)morpholine-3-carboxamide bis(prop-2-enyl)(Z)-but-2-enedioate